(5R)-5-((1H-1,2,4-triazol-1-yl)methyl)-3-(4-(3-thia-8-aza-bicyclo[3.2.1]oct-8-yl)-3-fluorophenyl)oxazolidine-2-one N1(N=CN=C1)C[C@H]1CN(C(O1)=O)C1=CC(=C(C=C1)N1C2CSCC1CC2)F